ClC=1C(=NC(=CC1)OCC(C)(C)O)N1N(C(=C(C1=O)NC(C1=CC=C(C=C1)OC(F)F)=O)C1=C(C=C(C=C1F)OC)F)C N-{2-[3-chloro-6-(2-hydroxy-2-methylpropoxy)pyridin-2-yl]-5-(2,6-difluoro-4-methoxyphenyl)-1-methyl-3-oxo-2,3-dihydro-1H-pyrazol-4-yl}-4-(difluoromethoxy)benzamide